S1SCCNC(CCCC(NCC1)=O)=O 1,2-dithia-5,11-diazacyclotridecane-6,10-dione